Racemic-1-(1-(6,7-difluoro-3-methyl-4-oxo-3,4-dihydrophthalazin-1-yl)ethyl)-1-isobutyl-3-phenylurea FC=1C=C2C(N(N=C(C2=CC1F)[C@@H](C)N(C(=O)NC1=CC=CC=C1)CC(C)C)C)=O |r|